2,4-diphenyl-4-methylpent-1-ene C1(=CC=CC=C1)C(=C)CC(C)(C)C1=CC=CC=C1